BrC=1C=C(C=CC1)C1(COC1)CN1N=NC(=C1)C 1-((3-(3-bromophenyl)oxetan-3-yl)methyl)-4-methyl-1H-1,2,3-triazole